γ-guaiene C[C@@H]1CCC(=CC2=C1CC[C@H]2C)C(C)C